(E)-4-chloro-N-phenyl-N'-((4-(trifluoromethyl)benzoyl)oxy)benzimidamide ClC1=CC=C(/C(/NC2=CC=CC=C2)=N\OC(C2=CC=C(C=C2)C(F)(F)F)=O)C=C1